6-((1r,4r)-4-(dimethylamino)cyclohexyl)-2-(6-hydroxy-2,7-dimethyl-2H-indazol-5-yl)pyrido[4,3-d]pyrimidin-5(6H)-one CN(C1CCC(CC1)N1C(C2=C(N=C(N=C2)C2=CC3=CN(N=C3C(=C2O)C)C)C=C1)=O)C